(6-(3-cyclopropyl-1H-1,2,4-triazol-1-yl)-2-azaspiro[3.3]heptan-2-yl)(3-((4-cyclopropyl-3-fluoropyridin-2-yl)oxy)azetidin-1-yl)methanone C1(CC1)C1=NN(C=N1)C1CC2(CN(C2)C(=O)N2CC(C2)OC2=NC=CC(=C2F)C2CC2)C1